1H-spiro[indol-3,3'-pyrrolidin]-2-one N1CC2(CC1)C(NC1=CC=CC=C12)=O